[Cl-].[Cl-].[Cl-].[Zr+3].C1(C=CC=C1)C(COC)OC (cyclopentadienyl)(1,2-dimethoxyethane) zirconium trichloride